Sodium 1-(4-{5-[2-cyclopropyl-6-(trifluoromethyl)pyridin-4-yl]-7-[{[1-(methoxymethyl)cyclohexyl]methyl} (methyl)amino]-1H-imidazo[4,5-b]pyridin-2-yl}phenyl)piperidine-4-carboxylate C1(CC1)C1=NC(=CC(=C1)C1=CC(=C2C(=N1)N=C(N2)C2=CC=C(C=C2)N2CCC(CC2)C(=O)[O-])N(C)CC2(CCCCC2)COC)C(F)(F)F.[Na+]